(12AR)-9-bromo-7-[2-(dimethylamino)ethoxy]-10-fluoro-6-oxo-3,4,12,12a-tetrahydro-6H-pyrazino[2,1-c][1,4]benzooxazepine-2(1H)-carboxylic acid tert-butyl ester C(C)(C)(C)OC(=O)N1C[C@@H]2COC3=C(C(N2CC1)=O)C(=CC(=C3F)Br)OCCN(C)C